C12(CC3CC(CC(C1)C3)C2)CN2N=CC(=C2C)C2=C(C=3CCCNC3C=C2)C(=O)OC methyl 6-(1-(adamantan-1-ylmethyl)-5-methyl-1H-pyrazol-4-yl)-1,2,3,4-tetrahydroquinoline-5-carboxylate